CNC1=NC2=CC(=CC=C2C=C1)OCC1OCCC1O 2-(((2-(methylamino)quinolin-7-yl)oxy)methyl)tetrahydrofuran-3-ol